COC(C)O[Si](OCC)(OCC)C methoxy-methyltriethoxysilane